NC1[C@](C=CC=C1)(C1=CC=CC=C1)CCCO (R)-2-amino-1,2-biphenyl-1-propanol